(R,S)-7-(3-(2-(1-(phenylsulfonyl)-1H-pyrrolo[2,3-b]pyridin-3-yl)thiazol-4-yl)phenyl)-6,7-dihydro-5H-cyclopenta[b]pyridin-7-ol C1(=CC=CC=C1)S(=O)(=O)N1C=C(C=2C1=NC=CC2)C=2SC=C(N2)C=2C=C(C=CC2)[C@@]2(CCC=1C2=NC=CC1)O